CC1([C@@H]2CC[C@@H]([C@@H]1C2)CNC(CC2CCN(CC2)C(=O)OC(C)(C)C)=O)C tert-butyl 4-[2-[[[(1S,2S,5R)-6,6-dimethylbicyclo[3.1.1]heptan-2-yl]methyl]amino]-2-oxoethyl]piperidine-1-carboxylate